N1CC(C1)C12CC(C1)(C2)NCC2(CC2)C(F)(F)F 3-(azetidin-3-yl)-N-[[1-(trifluoromethyl)cyclopropyl]methyl]bicyclo[1.1.1]pentan-1-amine